FC=1C=C(C=CC1)C1CC(N(C1)CN1C=NC=C1)=O 4-(3-fluorophenyl)-1-(1H-imidazol-1-ylmethyl)pyrrolidin-2-one